7-diethylamino-3-(1-methylbenzimidazolyl)-coumarin C(C)N(C1=CC=C2C=C(C(OC2=C1)=O)C1=NC2=C(N1C)C=CC=C2)CC